C(C)(=O)C1=NN(C2=CC=C(C=C12)C=1C=NC=2N(C1)N=C(C2)C2CC2)CC(=O)OC(C)(C)C tert-Butyl 2-(3-acetyl-5-(2-cyclopropylpyrazolo[1,5-a]pyrimidin-6-yl)-1H-indazol-1-yl)acetate